FC=1C=C(C(=NC1)C=1C=C(SC1C)C(=O)N)OC(C)C1=CC(=CC(=C1)S(=O)(=O)C)F 4-{5-fluoro-3-[1-(3-fluoro-5-methanesulfonylphenyl)ethoxy]pyridin-2-yl}-5-methylthiophene-2-carboxamide